C1C(CCCC1)C(=O)N(C)OC 2-cyclohexyl-N-methoxy-N-methylformamide